C(C)(C)C=1C=C(C#N)C=CC1 3-isopropylbenzonitrile